(1S,4S)-N,N-dibenzyl-8-bromo-2',4'-dichloro-4-methyl-3,4,5',8'-tetrahydro-2H-spiro[naphthalene-1,7'-pyrano[4,3-b]pyridin]-7-amine C(C1=CC=CC=C1)N(C1=CC=C2[C@H](CC[C@]3(CC4=NC(=CC(=C4CO3)Cl)Cl)C2=C1Br)C)CC1=CC=CC=C1